Cl.NC1CCC(CC1)C(=O)O (1s,4s)-4-aminocyclohexane-1-carboxylate hydrochloride